F[B-](F)(F)F.COC1=CC=C(C=C1)[N+]#N 4-Methoxybenzenediazonium Tetrafluoroborate